C(C)(SCC(CCCOCC1=CC=CC=C1)(C)C)=O S-(5-benzyloxy-2,2-dimethyl-pentyl) ethanethioate